NCC1=NNC(C2=CC=C(C=C12)C1=CN=C2N1N=CC=C2)=O 4-(aminomethyl)-6-(imidazo[1,2-b]pyridazin-3-yl)phthalazin-1(2H)-one